O1CCCCC1 tetrahydro-21Z-pyran